C(C)(=O)N1CCC=2C(=CC=CC12)C=1C=2CCN(C2C=CC1)C(=O)C=1SC=2CN(CCC2N1)CC(=O)O 2-(2-(1'-acetyl-[4,4'-biindoline]-1-carbonyl)-6,7-dihydrothiazolo[5,4-c]pyridin-5(4H)-yl)acetic acid